CS(=O)(=O)N1CCN(CC1)C1=CC2=NC=CC(=C2O1)C=1C=C(C=CC1)C(=O)N1CCOCC1 (3-(2-(4-(methylsulfonyl)piperazin-1-yl)furo[3,2-b]pyridin-7-yl)phenyl)(morpholino)methanone